(Z)-3-bromo-3-(4-fluorophenyl)acrolein Br\C(=C/C=O)\C1=CC=C(C=C1)F